C(C1=CC=CC=C1)OC1=CC(=CC2=C1N=C(S2)C2=C1N=CC(=NC1=CC(=C2)C)COC)OC 4-(benzyloxy)-6-methoxy-2-(2-(methoxymethyl)-7-methylquinoxalin-5-yl)benzo[d]thiazole